1-bromo-2,4,6-trifluoro-3-trifluoromethylbenzene BrC1=C(C(=C(C=C1F)F)C(F)(F)F)F